NC1=C(OCC2=CC=C(C(=O)NC3=C(C=CC=C3)N)C=C2)C(=CC(=C1)Cl)Cl 4-((2-Amino-4,6-dichlorophenoxy)methyl)-N-(2-aminophenyl)benzamide